N-(2-((1S,3R)-3-((5-Cyano-4-methoxypyrimidin-2-yl)amino)cyclohexyl)-3-oxoisoindolin-5-yl)-N-methylacrylamide C(#N)C=1C(=NC(=NC1)N[C@H]1C[C@H](CCC1)N1CC2=CC=C(C=C2C1=O)N(C(C=C)=O)C)OC